6-(1H-pyrazol-3-yl)picolinic acid N1N=C(C=C1)C1=CC=CC(=N1)C(=O)O